4-(3-isopropyl-5-(piperazin-1-yl)-1H-indol-2-yl)-1H-pyrrolo[2,3-b]pyridine C(C)(C)C1=C(NC2=CC=C(C=C12)N1CCNCC1)C1=C2C(=NC=C1)NC=C2